(2-iodophenyl)aminobenzonitrile IC1=C(C=CC=C1)NC1=C(C#N)C=CC=C1